ClC=1C=C2C(OCC=3SC=NC3C3=C(C=C(C(NS(C(C1O)=C2)(=O)=O)=C3)F)F)=O 12-Chloro-18,20-difluoro-13-hydroxy-15,15-dioxo-8-oxa-5,15λ6-dithia-3,16-diazatetracyclo[15.3.1.110,14.02,6]docosa-1(20),2(6),3,10,12,14(22),17(21),18-octaen-9-one